CCCCC/C=C\\C/C=C\\C/C=C\\C/C=C\\CCCCC[C@H](CC(=O)SCCNC(=O)CCNC(=O)[C@@H](C(C)(C)COP(=O)([O-])OP(=O)([O-])OC[C@@H]1[C@H]([C@H]([C@@H](O1)N2C=NC3=C(N=CN=C32)N)O)OP(=O)([O-])[O-])O)O The molecule is a 3-hydroxy fatty acyl-CoA(4-) obtained by deprotonation of the phosphate and diphosphate OH groups of (3R,9Z,12Z,15Z,18Z)-3-hydroxytetracosatetraenoyl-CoA; major species at pH 7.3. It is a (R)-3-hydroxyacyl-CoA(4-) and a 3-hydroxy fatty acyl-CoA(4-). It is a conjugate base of a (3R,9Z,12Z,15Z,18Z)-3-hydroxytetracosatetraenoyl-CoA.